C1(CC=C(CC1)C(C)C)C m-menthene